4,5-diamino-3-methyl-3-methylpyrazole NC=1C(N=NC1N)(C)C